2-phenyl-10H-spiro[anthracene-9,9'-fluorene] C1(=CC=CC=C1)C1=CC2=C(C=C1)CC1=CC=CC=C1C21C2=CC=CC=C2C=2C=CC=CC12